FC(C1=CC=C(C#N)C=C1)(C1=NC=CC=C1)F 4-(difluoro(pyridin-2-yl)methyl)benzonitrile